n-dodecanethiol CCCCCCCCCCCCS